4-amino-5-((2-cyclopropyl-4,6-difluorobenzo[d]thiazol-5-yl)ethynyl)-8-(methoxymethyl)-8,9-dihydropyrazino[1',2':1,5]pyrrolo[2,3-d]pyrimidine-7(6H)-carboxylic acid tert-butyl ester C(C)(C)(C)OC(=O)N1CC2=C(C3=C(N=CN=C3N)N2CC1COC)C#CC=1C(=CC2=C(N=C(S2)C2CC2)C1F)F